C(CCCCCCCCC)C=1C(=C(C=CC1)S(=O)(=O)[O-])CCCCCCCCCC.[Na+] sodium didecylbenzenesulfonate